[Mo]=O.[Ru] ruthenium-molybdenum oxide